OC1(C(NC2=CC=CC=C12)=O)CC(C1=C(C=CC=C1)N)=O 3-hydroxy-3-(2-oxo-2-(2-aminophenyl)ethyl)indol-2-one